3,5-di-tert-butyl-4-hydroxybenzil phosphonate P(O)(O)=O.C(C)(C)(C)C=1C=C(C=C(C1O)C(C)(C)C)C(=O)C(=O)C1=CC=CC=C1